COC(C1=C(C(=CC(=C1)F)[N+](=O)[O-])C(CC1=CC=C2C=NNC2=C1)=O)=O 5-fluoro-2-(2-1H-indazol-6-yl-acetyl)-3-nitro-benzoic acid methyl ester